C(C)(C)(C)OC(=O)N1C[C@H]2CC[C@@H](C1)N2C[B-](F)(F)F.[K+] potassium (((1R,5S)-3-(tert-butoxycarbonyl)-3,8-diazabicyclo[3.2.1]octan-8-yl)methyl)trifluoroborate